C1(=CC=CC=C1)CS(=O)(=O)OC1=C(O[C@](C1=O)([2H])C1=CC(=C(C=C1)OC)OC)N (R)-2-amino-5-(3,4-dimethoxyphenyl)-4-oxo-4,5-dihydrofuran-3-yl-5-d phenylmethanesulfonate